5-chloro-8-phenyl-2-propan-2-ylimidazo[1,2-a]pyrazin-6-amine ClC1=C(N=C(C=2N1C=C(N2)C(C)C)C2=CC=CC=C2)N